3,5-dimethyl-1-(4-fluorophenyl)-1H-pyrazolo[3,4-b]pyridine CC1=NN(C2=NC=C(C=C21)C)C2=CC=C(C=C2)F